C(C)OC(=O)C=1N(C=C(C(C1C(=O)OCC)=O)C(=O)OCC)C1=CC(=CC=C1)[N+](=O)[O-] Triethyl-1-(3-nitrophenyl)-4-oxo-1,4-dihydropyridine-2,3,5-tricarboxylate